4-Ethyl-3-(2-(5-(4-propionylphenoxy)pentanoylamino)benzoylamino)benzoic acid C(C)C1=C(C=C(C(=O)O)C=C1)NC(C1=C(C=CC=C1)NC(CCCCOC1=CC=C(C=C1)C(CC)=O)=O)=O